cyclopropylmethyl 1H-triazoleisophthalate sodium salt [Na+].N1N=NC(=C1)C1=CC=C(C=C1C(=O)OCC1CC1)C(=O)[O-]